C(CCCCCCCCCCCCCCC)NC1=CC=CC=C1 hexadecyl-aniline